C1(CC1)C=1C=C(C=2N(C1)C=C(N2)COC2=CC(=NC=N2)NC(=O)[C@@H]2[C@H](C2)C2=NC=CC(=N2)C)N2C(N(C(C2)=O)C)=O (1S,2S)-N-(6-((6-cyclopropyl-8-(3-methyl-2,4-dioxoimidazolidin-1-yl)imidazo[1,2-a]pyridin-2-yl)methoxy)pyrimidin-4-yl)-2-(4-methylpyrimidin-2-yl)cyclopropane-1-carboxamide